BICYCLO[3.1.0]HEX-2-ENE-6-CARBOXYLIC ACID C12C=CCC2C1C(=O)O